4-(2-((2-chloroquinolin-4-yl)(phenethyl)amino)ethyl)benzenesulfonamide tert-Butyl-N-(tert-butoxycarbonyl)-N-(5-iodo-4-methyl-1,3-thiazol-2-yl)carbamate C(C)(C)(C)OC(N(C=1SC(=C(N1)C)I)C(=O)OC(C)(C)C)=O.ClC1=NC2=CC=CC=C2C(=C1)N(CCC1=CC=C(C=C1)S(=O)(=O)N)CCC1=CC=CC=C1